Methyl (2S,3S,4S,5R,6R)-3,4,5-triacetoxy-6-[2-[(6,8-dimethyl-2-oxo-1H-quinolin-3-yl)methyl-[(4-ethoxyphenyl)carbamoyl]amino]ethoxy]tetrahydropyran-2-carboxylate C(C)(=O)O[C@@H]1[C@H](O[C@H]([C@@H]([C@H]1OC(C)=O)OC(C)=O)OCCN(C(NC1=CC=C(C=C1)OCC)=O)CC=1C(NC2=C(C=C(C=C2C1)C)C)=O)C(=O)OC